BrC=1C=CC(=NC1C)C(=O)O 5-bromo-6-methylpicolinic acid